CN(CCCN)C Dimethyl-aminopropyl-amine